OC1(C(C=CC=C1)N1N=C2C(=N1)C=CC=C2)C(C)(C)C 2-(2-hydroxy-2-tert-butylphenyl)benzotriazole